CC=1C=C2C(C(=C(OC2=C(C1)[C@@H](C)NC1=C(C(=O)N)C=CC=C1)C1=CC=CC=C1)C1=CN=CS1)=O 2-[[(1R)-1-(6-Methyl-4-oxo-2-phenyl-3-thiazol-5-yl-chromen-8-yl)ethyl]-amino]benzamide